N[C@@H](CC(=O)O)C1=C(C=CC(=C1)F)F (S)-3-amino-3-(2,5-difluorophenyl)propanoic acid